4-(3,3-difluoropiperidin-1-yl)-N-(pyridin-4-ylmethyl)-benzenesulfonamide FC1(CN(CCC1)C1=CC=C(C=C1)S(=O)(=O)NCC1=CC=NC=C1)F